ClC=1C=C(C=CC1Cl)C(CNC)NC 1-(3,4-dichlorophenyl)-N',N-dimethylethane-1,2-diamine